C(C1=CC=CC=C1)N1CC2(CC(C2)C(=O)OC(C)(C)C)C(C1)C(=O)OCC 2-(tert-butyl) 8-ethyl 6-benzyl-6-azaspiro[3.4]octane-2,8-dicarboxylate